C(#N)C1=C(C=C(OC2CCC(CC2)N2CC=NC(=C2)N2CCC(CC2)CN(C(C)C)C2CCC(CC2)OC=2C=C3CN(C(C3=CC2)=O)C2C(NC(CC2)=O)=O)C=C1)OC N-((1r,4r)-4-(4-cyano-3-methoxyphenoxy)cyclohexyl)-5-(4-((((1r,4r)-4-((2-(2,6-dioxopiperidin-3-yl)-1-oxoisoindolin-5-yl)oxy)cyclohexyl)(isopropyl)amino)methyl)piperidin-1-yl)pyrazine